cyclopenta-2-ene-1-carboxylic acid methyl ester COC(=O)C1C=CCC1